butyl N-(2-hydroxyethyl)-N-(propan-2-yl)carbamate OCCN(C(OCCCC)=O)C(C)C